4-[6-(2-Chloro-5-fluoro-phenyl)-4-cyano-3-hydroxy-pyridin-2-yl]-4-oxo-butyric acid ClC1=C(C=C(C=C1)F)C1=CC(=C(C(=N1)C(CCC(=O)O)=O)O)C#N